8-[(2S,5R)-4-(2,2-difluoro-1-(4-fluorophenyl)-3-methoxypropyl)-2,5-dimethylpiperazin-1-yl]-5-methyl-6-oxo-5,6-dihydro-1,5-naphthyridine-2-carbonitrile FC(C(C1=CC=C(C=C1)F)N1C[C@@H](N(C[C@H]1C)C1=CC(N(C=2C=CC(=NC12)C#N)C)=O)C)(COC)F